2-Methyl-3,5-diethyl-4-butoxy-phenol CC1=C(C=C(C(=C1CC)OCCCC)CC)O